(E)-2-methyl-3-(1-methyl-1H-indol-2-yl)acrylic acid C/C(/C(=O)O)=C\C=1N(C2=CC=CC=C2C1)C